C(CCCCC)(=O)NO hexanoylhydroxylamine